FC1=CC=C(C=C1)C1=CC(=NO1)C1=NC2=C(N1CCOC1=CC=CC=C1)C=CC=C2 5-(4-fluorophenyl)-3-(1-(2-phenoxyethyl)-1H-benzo[d]imidazol-2-yl)isoxazole